COC1=NC=NN2C1=C(C=C2)C=2C=C1C(=NC2)N=C(N1CC=1SC=CN1)C 6-(4-methoxypyrrolo[2,1-f][1,2,4]triazin-5-yl)-2-methyl-1-(1,3-thiazol-2-ylmethyl)-1H-imidazo[4,5-b]pyridine